OC1=C(C=C2C(N(C(N2C)=[Se])CCC2=CC=CC=C2)=O)C=CC(=C1)O 5-(2,4-dihydroxybenzylidene)-1-methyl-3-phenethyl-2-selenoxoimidazolidin-4-one